C(#N)C(=CC(=O)OC(CCCCC)O)C#N hexanediol biscyanoacrylate